FC(C(=O)O)(F)F.NC1CN(C1)C(=O)C1CCN(CC1)C(=O)C1=C(C=C(C=C1)NC(=O)C=1N(C(=CN1)C1=C(C(=C(C=C1)OC)F)F)C)Cl N-[4-[4-(3-aminoazetidine-1-carbonyl)piperidine-1-carbonyl]-3-chloro-phenyl]-5-(2,3-difluoro-4-methoxy-phenyl)-1-methyl-imidazole-2-carboxamide trifluoroacetate